(S)-3-methyl-4-((5-methyl-1,3,4-oxadiazol-2-yl)methyl)piperazine-1-carboxylic acid tert-butyl ester C(C)(C)(C)OC(=O)N1C[C@@H](N(CC1)CC=1OC(=NN1)C)C